C(C)(C)(C)C=1C(=C(C=CC1)P(C1=CC=CC=C1)C1=CC=CC=C1)C1(CC1)C tert-butyl-(1-methylcyclopropyl)Triphenylphosphine